C1(CC1)C1=NC(=CC=C1O[C@@H]1C[C@H](CCC1)C(=O)O)C=1N=NN(C1COC(N(CCC(F)(F)F)C)=O)C (1S,3S)-3-((2-cyclopropyl-6-(1-methyl-5-(((methyl(3,3,3-trifluoropropyl)carbamoyl)oxy)methyl)-1H-1,2,3-triazol-4-yl)pyridin-3-yl)oxy)cyclohexanecarboxylic acid